3,5-Dichloro-4-fluorophenyl 3-deoxy-3-[4-(2-hydroxythiazol-4-yl)-1H-1,2,3-triazol-1-yl]-2-O-methyl-1-thio-α-D-galactopyranoside OC=1SC=C(N1)C=1N=NN(C1)[C@@H]1[C@H]([C@@H](SC2=CC(=C(C(=C2)Cl)F)Cl)O[C@@H]([C@@H]1O)CO)OC